N-[(6-Amino-2-pyridyl)sulfonyl]-6-(3-fluoro-5-isobutoxyphenyl)-2-(2,2,4,4-tetramethylpyrrolidin-1-yl)pyridin-3-carboxamid NC1=CC=CC(=N1)S(=O)(=O)NC(=O)C=1C(=NC(=CC1)C1=CC(=CC(=C1)OCC(C)C)F)N1C(CC(C1)(C)C)(C)C